4-tertiary butyl-2-(alpha-methylbenzyl)phenol C(C)(C)(C)C1=CC(=C(C=C1)O)C(C1=CC=CC=C1)C